CC1=C(C(=C(C=C1)BC1=C(C(=C(C=C1)C)C)C)C)C bis(trimethylphenyl)borane